(2S,3R,4S,5S,6R)-2-(3-chloro-4-methylphenyl)-6-(hydroxymethyl)-2-methoxytetrahydro-2H-pyran-3,4,5-triol ClC=1C=C(C=CC1C)[C@@]1(O[C@@H]([C@H]([C@@H]([C@H]1O)O)O)CO)OC